ClCC(=O)N1C[C@@H](CC1)O (R)-2-Chloro-1-(3-hydroxy-pyrrolidin-1-yl)-ethanone